N-[(4-cyclopropanesulfonylpyridin-2-yl)methyl]-5-[6-(trifluoromethyl)pyrazin-2-yl]-1,3-thiazole-2-carboxamide C1(CC1)S(=O)(=O)C1=CC(=NC=C1)CNC(=O)C=1SC(=CN1)C1=NC(=CN=C1)C(F)(F)F